C(C)N1C([C@H](COC2=C1C=CC=C2)NC(OC(C)(C)C)=O)=O tert-Butyl N-((3S)-5-ethyl-4-oxo-2,3,4,5-tetrahydro-1,5-benzoxazepin-3-yl)carbamate